tert-butyl (E)-(2-((2-chloro-3-formylphenoxy)methyl)-3-fluoroallyl)carbamate ClC1=C(OC\C(\CNC(OC(C)(C)C)=O)=C\F)C=CC=C1C=O